(3R)-1-[6-[[4-(6-chloro-1H-indazol-4-yl)triazol-1-yl]methyl]pyridazin-3-yl]-N-(cyclobutylmethyl)piperidin-3-amine ClC1=CC(=C2C=NNC2=C1)C=1N=NN(C1)CC1=CC=C(N=N1)N1C[C@@H](CCC1)NCC1CCC1